FC1=C(CSC2=NN=C3N2C(=CC(N3)=O)CCC)C(=CC=C1)F 3-[(2,6-difluorobenzyl)sulfanyl]-5-propyl[1,2,4]triazolo[4,3-a]pyrimidin-7(8H)-one